ethyl 4-pyrazolecarboxylate N1N=CC(=C1)C(=O)OCC